(bromodifluoromethyl)(2-(4-isopropylphenyl-thio) ethyl) selenide BrC(F)(F)[Se]CCSC1=CC=C(C=C1)C(C)C